(1RS,4SR,6RS)-6-((5-cyclopropyl-3-(2,6-dichlorophenyl)isoxazol-4-yl)methoxy)-2-azabicyclo[2.2.1]heptane-2-carboxylic acid tert-butyl ester C(C)(C)(C)OC(=O)N1[C@H]2[C@@H](C[C@@H](C1)C2)OCC=2C(=NOC2C2CC2)C2=C(C=CC=C2Cl)Cl |r|